C1CNC(CN1)CCO Piperazineethanol